NCCCO[Si](OC)(OC)CCCN (aminoethyl)-gamma-aminopropyl-trimethoxysilane